5-(5-bromo-1-oxo-isoindolin-2-yl)-1,3-dihydro-benzimidazol-2-one BrC=1C=C2CN(C(C2=CC1)=O)C1=CC2=C(NC(N2)=O)C=C1